mono(hexyldecyl) ether C(CCCCC)C(CCCCCCCCC)OC(CCCCCCCCC)CCCCCC